C(#N)C1=CC=C(C=C1)N(CCCC1OCC2(CN(C2)C(=O)OC(C)(C)C)CO1)CC1=CC(=C(C=C1)OC)F tert-butyl 7-(3-((4-cyanophenyl)(3-fluoro-4-methoxybenzyl)amino)propyl)-6,8-dioxa-2-azaspiro[3.5]nonane-2-carboxylate